FC=1C=CC(=NC1)C(COC(F)(F)F)=O 1-(5-Fluoro-2-pyridyl)-2-(trifluoromethoxy)ethanone